2-(4-(dibenzo[B,d]thiophen-4-yl)phenyl)-7-iodo-9-phenyl-9H-carbazole C1=CC=C(C=2SC3=C(C21)C=CC=C3)C3=CC=C(C=C3)C3=CC=2N(C1=CC(=CC=C1C2C=C3)I)C3=CC=CC=C3